methyl isobutyrate C(C(C)C)(=O)OC